2-((1R,5S)-3-oxa-8-azabicyclo[3.2.1]oct-8-yl)quinazolin-6-carbaldehyde [C@H]12COC[C@H](CC1)N2C2=NC1=CC=C(C=C1C=N2)C=O